N-(1-(2-(((1R,3S,5S)-3-((S)-1-amino-2-((1S,3S,5S)-3-cyano-2-azabicyclo[3.1.0]hexan-2-yl)-2-oxoethyl)adamantan-1-yl)oxy)ethyl)piperidin-4-yl)-2-oxo-1,2-dihydropyridine-3-carboxamide N[C@H](C(=O)N1[C@H]2C[C@H]2C[C@H]1C#N)C12CC3(CC(C[C@@H](C1)C3)C2)OCCN2CCC(CC2)NC(=O)C=2C(NC=CC2)=O